6-hydroxy-2-methyl-3,4-dihydro-2,7-naphthyridin-1(2H)-one OC=1C=C2CCN(C(C2=CN1)=O)C